4-{5-[4-hydroxymethyl-4-(4-chloropyridin-2-ylmethyl)-piperidin-1-ylmethyl]-2-methylimidazol-1-ylmethyl}benzonitrile OCC1(CCN(CC1)CC1=CN=C(N1CC1=CC=C(C#N)C=C1)C)CC1=NC=CC(=C1)Cl